1-adamantylmethaneamine C12(CC3CC(CC(C1)C3)C2)CN